Methyl 4-[1-[[4-[(3R)-3-(3-chlorophenoxy)-1-piperidyl]tetrahydropyran-4-carbonyl]amino]cyclopropyl]benzoate ClC=1C=C(O[C@H]2CN(CCC2)C2(CCOCC2)C(=O)NC2(CC2)C2=CC=C(C(=O)OC)C=C2)C=CC1